N-(4,4-difluorocyclohexyl)-6-(4-methylthiazol-2-yl)-4-(methylthio)pyridin-2-amine FC1(CCC(CC1)NC1=NC(=CC(=C1)SC)C=1SC=C(N1)C)F